COC1=CC=C(C(C#N)=NO)C=C1 4-methoxybenzoyl cyanide oxime